4-(2-(2-chlorophenyl)-5,7-dihydroxy-4-oxo-4H-chromen-8-yl)-1-methylpiperidin-3-yl heptanoate C(CCCCCC)(=O)OC1CN(CCC1C=1C(=CC(=C2C(C=C(OC12)C1=C(C=CC=C1)Cl)=O)O)O)C